FC=1C=2N(C=C(C1)C=1C=C(C=3C(=NN(N3)C3CCN(CC3)C(=O)OC(C)(C)C)C1)OC)C=C(N2)C tert-butyl 4-[6-(8-fluoro-2-methyl-imidazo[1,2-a]pyridin-6-yl)-4-methoxy-benzotriazol-2-yl]piperidine-1-carboxylate